C1(CC1)C1=NN(C(=C1C(F)(F)F)C(=O)NC1=CC(=NC=C1)S(=O)(=N)C)CC1C2(C13CC3)CC2 3-cyclopropyl-1-(dispiro[2.0.24.13]heptan-7-ylmethyl)-N-(2-(S-methylsulfonimidoyl)pyridin-4-yl)-4-(trifluoromethyl)-1H-pyrazole-5-carboxamide